silver (I) 2,2,2-trifluoroacetate FC(C(=O)[O-])(F)F.[Ag+]